CC1(OCCC1)CNC1=NC(=NC(=N1)NC1=CC=NC=C1)C1=CC=CC=C1 N2-((2-methyltetrahydrofuran-2-yl)methyl)-6-phenyl-N'-(pyridin-4-yl)-1,3,5-triazine-2,4-diamine